ClC1=C(C=CC=C1)C1CC2(C1)NC(N(C2=O)C2=CN=CC1=CC=CC(=C21)F)=O 2-(2-chlorophenyl)-7-(5-fluoroisoquinolin-4-yl)-5,7-diazaspiro[3.4]octane-6,8-dione